titanium (IV) bis(ethyl acetoacetate) diisopropoxide CC([O-])C.CC([O-])C.C(C)CC(CC(=O)[O-])=O.C(C)CC(CC(=O)[O-])=O.[Ti+4]